tert-butyl (1',8-dimethyl-1,5-dioxo-1,5-dihydro-2H-spiro[imidazo[1,5-a]pyridine-3,3'-piperidin]-6-yl)carbamate CN1CC2(CCC1)NC(C=1N2C(C(=CC1C)NC(OC(C)(C)C)=O)=O)=O